C(C1=CC=CC=C1)OC(=O)N1CCN(C2=CC=CC(=C12)C)C1=CC2=C(N=C(N=C2)S(=O)(=O)C)N(C1=O)C=1C=NC(=CC1)OCCN(C)C 4-[8-[6-[2-(dimethylamino)ethoxy]-3-pyridinyl]-2-methylsulfonyl-7-oxo-pyrido[2,3-d]pyrimidin-6-yl]-8-methyl-2,3-dihydroquinoxaline-1-carboxylic acid benzyl ester